BrC1=CC=CC2=C1N(C(=N2)C(=O)OC)COCC[Si](C)(C)C methyl 7-bromo-1-(2-trimethylsilylethoxymethyl)benzimidazole-2-carboxylate